5-(4-cyclopropyl-6-methoxypyrimidin-5-yl)-3-(4-(1-methyl-4-(trifluoromethyl)-1H-imidazol-2-yl)benzyl)thiazolo[4,5-d]pyrimidin-2(3H)-one C1(CC1)C1=NC=NC(=C1C=1N=CC2=C(N1)N(C(S2)=O)CC2=CC=C(C=C2)C=2N(C=C(N2)C(F)(F)F)C)OC